C(OC[C@@H](C(C)C)OP(=O)(OCC1=CC=CC=C1)OCC1=CC=CC=C1)(OCCl)=O (R)-2-((bis(benzyloxy)phosphoryl)oxy)-3-methylbutyl (chloromethyl) carbonate